NC1COC2=C(O1)C=CC(=C2N2CCNCC2)N 2,6-Diamino-5-(piperazin-1-yl)-2,3-dihydro-1,4-benzodioxine